ClC1=CC=C(C=C1)[B-](C1=CC=C(C=C1)Cl)(C1=CC=C(C=C1)Cl)C1=CC=C(C=C1)Cl.C(CCCCCCCCCCC)[N+](CCCCCCCCCCCC)(CCCCCCCCCCCC)CCCCCCCCCCCC tetradodecylammonium tetrakis(4-chlorophenyl)borate